ClC=1N=C(C2=C(N1)N(N=N2)C[C@H]2OCCC2)N2[C@H](CN([C@@H](C2)C)C(CC(C)C)C2=CC=C(C=C2)Cl)C 5-Chloro-7-((2S,5R)-4-(1-(4-chlorophenyl)-3-methylbutyl)-2,5-dimethylpiperazin-1-yl)-3-(((S)-tetrahydrofuran-2-yl)methyl)-3H-[1,2,3]triazolo[4,5-d]pyrimidine